CS(=O)(=O)N1C2CNC(C1)C2 2-(methylsulfonyl)-2,5-diazabicyclo[2.2.1]heptane